(7R)-2-chloro-7-(methoxymethyl)-4,7,8-trimethyl-7,8-dihydropteridin-6(5H)-one ClC1=NC=2N([C@](C(NC2C(=N1)C)=O)(C)COC)C